(±)-trans-1-Benzyl-4-phenylpyrrolidin-3-amine C(C1=CC=CC=C1)N1C[C@H]([C@@H](C1)C1=CC=CC=C1)N |r|